N1CC(C1)N1CCC(CC1)[C@@H]1CCNC=2N1N=C(C2C(=O)N)C2=CC=C(C=C2)OC2=CC=CC=C2 (7S)-7-[1-(azetidin-3-yl)-4-piperidinyl]-2-(4-phenoxyphenyl)-4,5,6,7-tetrahydropyrazolo[1,5-a]Pyrimidine-3-carboxamide